(7,8-dichloro-4-((2-sulfamoylethyl)amino)quinolin-2-yl)glycine tert-butyl ester C(C)(C)(C)OC(CNC1=NC2=C(C(=CC=C2C(=C1)NCCS(N)(=O)=O)Cl)Cl)=O